FC=1C=C2C=3C(=CN(C2=CC1N1CCNCC1)C1CC1)C1=CC(=CC=C1N3)OC 2-fluoro-5-cyclopropyl-8-methoxy-3-piperazin-1-yl-5H-indolo[3,2-c]quinoline